C[C@@H]1NC[C@@H]1O (2s,3s)-2-methylazetidin-3-ol